Cl.NCCC1=CC=C(CN(C(CCOCCC(=O)OC)=O)CCCC=C)C=C1 methyl 3-(3-((4-(2-aminoethyl)benzyl)(pent-4-en-1-yl)amino)-3-oxopropoxy)propanoate hydrochloride